Ammonium 2-[[4-[1-methyl-4-(4-pyridyl)pyrazol-3-yl]phenoxy]methyl]quinoline-4-carboxylate CN1N=C(C(=C1)C1=CC=NC=C1)C1=CC=C(OCC2=NC3=CC=CC=C3C(=C2)C(=O)[O-])C=C1.[NH4+]